N1C=NC2=NC(=CC=C21)N2CCN(CC2)C(=O)C=2C=C(CC1=NN=CC3=CC=CC=C13)C=CC2F 4-(3-(4-(1H-Imidazo[4,5-b]pyridin-5-yl)piperazin-1-carbonyl)-4-fluorobenzyl)phthalazin